BrC=1C(=C2C(=NC1)N=C(N2)C2=C(N(C(=C2)C)C=2C=C(C=CC2C)C(C(=O)N)N2CCOCC2)C)NC2=CC(=CC=C2)S(N)(=O)=O (3-(3-(6-bromo-7-((3-sulfamoylphenyl)amino)-1H-imidazo[4,5-b]pyridin-2-yl)-2,5-dimethyl-1H-pyrrol-1-yl)-4-methylphenyl)-2-morpholinoacetamide